ClC=1C=CC(=C(C1)C1=CC(N(C=C1OC)C(C(=O)OCC)F)=O)C#N ethyl 2-(4-(5-chloro-2-cyanophenyl)-5-methoxy-2-oxopyridin-1(2H)-yl)-2-fluoroacetate